1H-pyrazolo[4,3-c]pyridine-3,6(2H,5H)-dione N1NC(C2=CNC(C=C21)=O)=O